3-((4-(3-nitrophenoxy)-6-(thiophene-2-yl)pyrimidine-2-yl)amino)benzonitrile [N+](=O)([O-])C=1C=C(OC2=NC(=NC(=C2)C=2SC=CC2)NC=2C=C(C#N)C=CC2)C=CC1